3,6-dibromo-N-methoxy-N-methyl-pyrazine-2-carboxamide BrC=1C(=NC(=CN1)Br)C(=O)N(C)OC